N-[5-(4-acetylpiperazin-1-yl)-2-pyridyl]-2-[4-[2-(trifluoromethyl)-4-pyridyl]pyrazol-1-yl]acetamide C(C)(=O)N1CCN(CC1)C=1C=CC(=NC1)NC(CN1N=CC(=C1)C1=CC(=NC=C1)C(F)(F)F)=O